4-(((2R)-4-(2-(hydroxymethyl)piperidin-1-yl)-1-(phenylthio)butan-2-yl)amino)-3-nitrobenzenesulfonamide OCC1N(CCCC1)CC[C@H](CSC1=CC=CC=C1)NC1=C(C=C(C=C1)S(=O)(=O)N)[N+](=O)[O-]